FC=1C=C(C=C(C1)F)[C@@H]1CCC=2N1C=C(N2)NC([C@@H](C)N2CCCCC2)=O (R)-N-((S)-5-(3,5-difluorophenyl)-6,7-dihydro-5H-pyrrolo[1,2-a]imidazol-2-yl)-2-(piperidin-1-yl)propanamide